Cl.N1=C(C=CC=C1)NC(=S)N 2-pyridylthiourea hydrochloride